4-(5-(2,2-difluoroethoxy)-2-((5,7-dimethyl-1H-indol-4-yl)methyl)cyclohexyl)benzoic acid FC(COC1CCC(C(C1)C1=CC=C(C(=O)O)C=C1)CC1=C2C=CNC2=C(C=C1C)C)F